N-(3-fluoro-4-(methylsulfonyl)phenyl)-2-(4-(3-isopropyl-1,2,4-oxadiazol-5-yl)piperidin-1-yl)thiazolo[5,4-b]pyridin-5-amin FC=1C=C(C=CC1S(=O)(=O)C)NC1=CC=C2C(=N1)SC(=N2)N2CCC(CC2)C2=NC(=NO2)C(C)C